dimethyl(phenyl)(4,4,5,5-tetramethyl-1,3,2-dioxaborolan-2-yl)silane C[Si](B1OC(C(O1)(C)C)(C)C)(C1=CC=CC=C1)C